FC1=C(CNC(=O)C=2C(C(=C3N(N4[C@H](CC[C@@H](N(C3=O)C4)C)C)C2)O)=O)C=CC(=C1)F (1S,2S,5S)-N-(2,4-difluorobenzyl)-8-hydroxy-2,5-dimethyl-7,9-dioxo-2,3,4,5,7,9-hexahydro-1,6-methanopyrido[1,2-b][1,2,5]triazonine-10-carboxamide